(3S,4S)-1-(4-((S)-1,3-dioxo-2-tetradecyloctahydroimidazo[1,5-a]pyrazine-7-carbonyl)benzoyl)-N3,N4-bis((1S,2R)-2-phenylcyclopropyl)pyrrolidine-3,4-dicarboxamide O=C1N(C(N2[C@H]1CN(CC2)C(=O)C2=CC=C(C(=O)N1C[C@H]([C@@H](C1)C(=O)N[C@@H]1[C@H](C1)C1=CC=CC=C1)C(=O)N[C@@H]1[C@H](C1)C1=CC=CC=C1)C=C2)=O)CCCCCCCCCCCCCC